(1R,8R,9R,10S,11S,12R,E)-4-(((tert-butyldimethylsilyl)oxy)methyl)-8-(((R)-tert-butylsulfinyl)amino)-13-oxa-2-thiabicyclo[7.3.1]tridec-5-ene-10,11,12-triyl tribenzoate C(C1=CC=CC=C1)(=O)O[C@H]1[C@H]2[C@@H](C/C=C/C(CS[C@H]([C@@H]([C@H]1OC(C1=CC=CC=C1)=O)OC(C1=CC=CC=C1)=O)O2)CO[Si](C)(C)C(C)(C)C)N[S@](=O)C(C)(C)C